CN1C2(N3C(=CN=C(C3=O)NC3=NC=NC=C3)C1=O)CCCCC2 methyl-6'-(pyrimidin-4-ylamino)-2'H-spiro[cyclohexane-1,3'-imidazo[1,5-a]pyrazine]-1',5'-dione